FC(C(=O)O)(F)F.N=1C=CN2C1N=CC(=C2)C(=O)N imidazo[1,2-a]pyrimidine-6-carboxamide trifluoroacetate